2,3-bis(naphthalen-2-yl)quinoxaline C1=C(C=CC2=CC=CC=C12)C1=NC2=CC=CC=C2N=C1C1=CC2=CC=CC=C2C=C1